(2S)-N-[(2R)-2-Cyclobutyl-2-phenyl-ethyl]-6-fluoro-7-(1-methylpyrazolo[4,3-b]pyridin-5-yl)oxy-N-(2-oxo-2-pyrrolidin-1-yl-ethyl)chromane-2-carboxamide C1(CCC1)[C@@H](CN(C(=O)[C@H]1OC2=CC(=C(C=C2CC1)F)OC1=CC=C2C(=N1)C=NN2C)CC(N2CCCC2)=O)C2=CC=CC=C2